1-(4-(((tert-butyldimethylsilyl)oxy)methyl)-3-fluorophenyl)-2-cyclopropylethan-1-one [Si](C)(C)(C(C)(C)C)OCC1=C(C=C(C=C1)C(CC1CC1)=O)F